OC1=C(C=CC=2C(C3=CC=CC=C3C(C12)=O)=O)OC1=CC=CC=C1 hydroxy-2-phenoxy-9,10-anthraquinone